1-(2-Hydroxyphenyl)-3-(4-propylphenyl)prop-2-en-1-one OC1=C(C=CC=C1)C(C=CC1=CC=C(C=C1)CCC)=O